OC1(C(C(=O)C2=CC=CC=C2)C=CC(=C1)OC)O 2,2-di-hydroxy-4-methoxybenzophenone